FC1(CCC1)OC(=O)C=1N=CSC1 1-fluorocyclobutylthiazole-4-carboxylate